(2S,3S)-ethyl-3-((2-(2-chloro-5-trityl-5H-pyrrolo[2,3-b]pyrazin-7-yl)-5-fluoro-6-(thiophen-2-yl)pyrimidin-4-yl)amino)bicyclo[2.2.2]octane C(C)C12C[C@@H](C(CC1)CC2)NC2=NC(=NC(=C2F)C=2SC=CC2)C2=CN(C1=NC=C(N=C12)Cl)C(C1=CC=CC=C1)(C1=CC=CC=C1)C1=CC=CC=C1